Cl.COCC1N(CCNC1)C1=NC(=C(C(=O)OC)C(=C1)C)C methyl 6-(2-(methoxymethyl)piperazin-1-yl)-2,4-dimethylnicotinate hydrochloride